COC1=NC=C(C=C1C#N)C1=CC=C(C=C1)C(F)(F)F 2-methoxy-5-[4-(trifluoromethyl)phenyl]pyridine-3-carbonitrile